BrC1=C(C=CC=C1)S(=O)(=O)O o-bromobenzenesulfonic acid